N-(1,1-dimethylsilacyclohexan-4-yl)-4-fluoro-6-methyl-1H-pyrrolo[2,3-b]pyridine-2-carboxamide C[Si]1(CCC(CC1)NC(=O)C1=CC=2C(=NC(=CC2F)C)N1)C